OC(C(=O)O)CC1=CNC2=CC(=CC=C12)C 2-hydroxy-3-(6-methyl-1H-indol-3-yl)propionic acid